8-(1-(2-(2-(1-methyl-1H-pyrazol-4-yl)ethoxy)-6-morpholinopyrimidin-4-yl)-1H-pyrazol-3-yl)-3,4-dihydro-2H-benzo[b][1,4]oxazine CN1N=CC(=C1)CCOC1=NC(=CC(=N1)N1N=C(C=C1)C1=CC=CC2=C1OCCN2)N2CCOCC2